[Na].C(C1=CC=CC=C1)OC(=O)C=1N(C=CC1C=1C=NC(=CC1)N)S(NC(=O)OCC1=CC=CC=C1)(=O)=O 3-(6-amino-3-pyridinyl)-1-(benzyloxycarbonyl-sulfamoyl)pyrrole-2-carboxylic acid benzyl ester, sodium salt